histidine, sodium salt [Na+].N[C@@H](CC1=CNC=N1)C(=O)[O-]